tert-butyl (1S,5R)-7-[[6-[7-pyrazol-1-yl-1-(2-trimethylsilylethoxy methyl)indazol-4-yl]pyridazin-3-yl]amino]-3-oxa-9-azabicyclo-[3.3.1]nonane-9-carboxylate N1(N=CC=C1)C=1C=CC(=C2C=NN(C12)COCC[Si](C)(C)C)C1=CC=C(N=N1)NC1C[C@@H]2COC[C@H](C1)N2C(=O)OC(C)(C)C